BrC=1C=C2CC3(OCC2=C(C1)[C@H](CCC1OCCCO1)N[S@@](=O)C(C)(C)C)CC3 (S)-N-((S)-1-(6'-bromospiro[cyclopropan-1,3'-isochroman]-8'-yl)-3-(1,3-dioxan-2-yl)propyl)-2-methylpropan-2-sulfinamide